C[SH3](C)C(=O)[SH3](C)C dimethyl-lambda6-sulfanyl ketone